Tri-isobutyl-aluminium C(C(C)C)[Al](CC(C)C)CC(C)C